(Z)-5-tetradecenoic acid ethyl ester C(C)OC(CCC\C=C/CCCCCCCC)=O